BrCC(=O)C1=NC=CC=N1 2-bromo-1-(pyrimidin-2-yl)ethanone